3,5-dihydroxyanisole OC=1C=C(C=C(C1)O)OC